6-(3-Bromo-1-(3-chloropyridin-2-yl)-1H-pyrazol-5-carboxamido)-N-(2,2-difluoroethyl)-5-methylpyrazolo[1,5-a]pyridin-7-carboxamid BrC1=NN(C(=C1)C(=O)NC=1C(=CC=2N(C1C(=O)NCC(F)F)N=CC2)C)C2=NC=CC=C2Cl